(S)-7-amino-5-methyl-1-((2-(trimethylsilyl)ethoxy)methyl)-1,5,7,8-tetrahydro-6H-[1,4]oxazepino[3,2-f]indazol-6-one N[C@@H]1C(N(C=2C=C3C=NN(C3=CC2OC1)COCC[Si](C)(C)C)C)=O